CN1N=C(C(=C1)C=1C=NC=2CCN(CC2C1)C1=NC=C(C(=O)NCC2CCOCC2)C=C1C)C 6-(3-(1,3-dimethyl-1H-pyrazol-4-yl)-7,8-dihydro-1,6-naphthyridin-6(5H)-yl)-5-methyl-N-((tetrahydro-2H-pyran-4-yl)methyl)nicotinamide